(2,4-dinitrophenyl)-L-lysine trifluoroacetate salt FC(C(=O)O)(F)F.[N+](=O)([O-])C1=C(C=CC(=C1)[N+](=O)[O-])N[C@@H](CCCCN)C(=O)O